5-(3-(5-(but-3-en-1-yl)-2,5-dihydro-1H-pyrrol-3-yl)-2-fluoro-6-hydroxyphenyl)-1,2,5-thiadiazolidin-3-one 1,1-dioxide C(CC=C)C1C=C(CN1)C=1C(=C(C(=CC1)O)N1CC(NS1(=O)=O)=O)F